3-[(3-ethyloxetan-3-yl)methoxy]propyldimethylethoxysilane C(C)C1(COC1)COCCC[Si](OCC)(C)C